CO[Si](C)(CCCNCCN)OC N-2-Aminoethyl-3-aminopropylmethyldimethoxysilane